CC=1C=C(C=CC1CNC(C1=CC=C(C=C1)C1CCCCC1)=O)B(O)O 3-methyl-4-((4-cyclohexylbenzoylamino)methyl)phenylboronic acid